[N+](=O)([O-])C=1C=C2C=3C=CC=CC3C=CC2=C2C=CC=CC12 L-6-nitrochrysene